4-[2-(2-{[methyl(oxo)(quinolin-8-yl)-λ6-sulfanylidene]amino}-phenyl)ethynyl]isoquinoline-1-carboxylic acid CS(C=1C=CC=C2C=CC=NC12)(=O)=NC1=C(C=CC=C1)C#CC1=CN=C(C2=CC=CC=C12)C(=O)O